N-methyl-N-(2-(8-((3-methyl-4-((1-methyl-1H-benzo[d][1,2,3]triazol-5-yl)oxy)phenyl)amino)pyrimido[5,4-d]pyrimidin-2-yl)-2-azaspiro[3.3]heptan-6-yl)acrylamide CN(C(C=C)=O)C1CC2(CN(C2)C=2N=CC3=C(N2)C(=NC=N3)NC3=CC(=C(C=C3)OC3=CC2=C(N(N=N2)C)C=C3)C)C1